2-bromo-3,4-difluoro-6-(2-fluoropyridin-4-yl)-aniline BrC1=C(N)C(=CC(=C1F)F)C1=CC(=NC=C1)F